[Cu+].C(C)#N.C(C)#N.C(C)#N.C(C)#N tetra-acetonitrile copper (I) salt